C[C@@H](C1=CC=CC2=CC=CC=C21)N S-(-)-1-(1-naphthyl)ethylamine